3-[2-(4-chloro-3-fluorophenoxy)acetamido]-N-(5-ethoxypyrazin-2-yl)bicyclo[1.1.1]pentane-1-carboxamide ClC1=C(C=C(OCC(=O)NC23CC(C2)(C3)C(=O)NC3=NC=C(N=C3)OCC)C=C1)F